4,4,5,5,6,6,7,7,7-nonafluoro-1-heptene FC(CC=C)(C(C(C(F)(F)F)(F)F)(F)F)F